4-(1-fluoro-1-((3-fluoro-phenyl)sulfonyl)ethyl)-N-(6-fluoro-pyridin-3-yl)piperidine-1-carboxamide FC(C)(S(=O)(=O)C1=CC(=CC=C1)F)C1CCN(CC1)C(=O)NC=1C=NC(=CC1)F